C(C)(C)(C)C1=NOC(=N1)C(=O)N[C@@H](C)C1=C(C(=C(C=C1)C1=CC(=NC=C1)NC(=O)C1CC1)F)C (S)-3-(tert-butyl)-N-(1-(4-(2-(cyclopropanecarboxamido)pyridin-4-yl)-3-fluoro-2-methylphenyl)ethyl)-1,2,4-oxadiazole-5-carboxamide